BrC=1C=CC2=C3N(N=C2C1)[C@H](CNC3)C (S)-8-bromo-4-methyl-1,2,3,4-tetrahydropyrazino[1,2-b]indazole